N-(4-{[6-(5-chloro-2-fluoro-phenyl)-3-{[(6-oxooxan-2-yl)-methyl]sulfanyl}pyridazin-4-yl]amino}pyridin-2-yl)-3-(4-methylpiperazin-1-yl)propan-amide ClC=1C=CC(=C(C1)C1=CC(=C(N=N1)SCC1OC(CCC1)=O)NC1=CC(=NC=C1)NC(CCN1CCN(CC1)C)=O)F